F[C@@H]1[C@@H](C1)C(=O)NC1=CC=C2C(=N1)NC=C2C2=CC=C1C=NNC1=C2OC (1S,2S)-2-fluoro-N-(3-(7-methoxy-1H-indazol-6-yl)-1H-pyrrolo[2,3-b]pyridin-6-yl)cyclopropane-1-carboxamide